3-(5-(((3-(3-CHLORO-4-METHYLPHENYL)-1,2,4-OXADIAZOL-5-YL)AMINO)METHYL)-1-OXOISOINDOLIN-2-YL)PIPERIDINE-2,6-DIONE ClC=1C=C(C=CC1C)C1=NOC(=N1)NCC=1C=C2CN(C(C2=CC1)=O)C1C(NC(CC1)=O)=O